C(C1=CC=CC=C1)OC=1C(C(=CN2N3[C@H](C=CC(N(C(C21)=O)C3)(C)C)C)C(=O)NCC3=C(C=C(C=C3)F)F)=O (1R,2S)-8-(benzyloxy)-N-(2,4-difluorobenzyl)-2,5,5-trimethyl-7,9-dioxo-2,5,7,9-tetrahydro-1,6-methanopyrido[1,2-b][1,2,5]triazonine-10-carboxamide